2-(PYRROLIDINYLSULFONYL)PHENYLBORONIC ACID B(C1=CC=CC=C1S(=O)(=O)N2CCCC2)(O)O